8-Methyl-N-[(2S)-tetrahydrofuran-2-ylmethyl]-2-{[6-(trifluoromethyl)pyridin-2-yl]methyl}-4,5-dihydro-2H-furo[2,3-g]indazole-7-carboxamide CC1=C(OC=2CCC3=CN(N=C3C21)CC2=NC(=CC=C2)C(F)(F)F)C(=O)NC[C@H]2OCCC2